BrC1=CC=C(C=2NC(OC(C21)=O)=O)F 5-bromo-8-fluoro-2H-benzo[d][1,3]oxazine-2,4(1H)-dione